C(CCCCCCCCCCCCCCCCC)N.C(CCCCCCC\C=C/CCCCCCCC)(=O)NC(N(CC(=O)O)C)=N N-oleoyl-creatine octadecylamine salt